N1C[C@@H](CC1)CS(=O)(=O)OC=1N=NC=C(C1)C (R)-1-(5-methylpyridazin-3-yl) pyrrolidin-3-ylmethane-sulfonate